(2S,4R)-4-(2,3-dichloro-6-methoxyphenyl)piperidine-2-carboxylic acid methyl ester COC(=O)[C@H]1NCC[C@H](C1)C1=C(C(=CC=C1OC)Cl)Cl